zirconium (IV) bis(diethylcitrate) dipropoxide [O-]CCC.[O-]CCC.C(C)C(C(=O)[O-])(C(O)(C(=O)[O-])CC(=O)[O-])CC.C(C)C(C(=O)[O-])(C(O)(C(=O)[O-])CC(=O)[O-])CC.[Zr+4].[Zr+4]